C(CCCCCCC)OC1=CC=C(C(C(=O)O)=C1)O 5-octyloxysalicylic acid